trimesic acid trilaurate C(CCCCCCCCCCC)(=O)O.C(CCCCCCCCCCC)(=O)O.C(CCCCCCCCCCC)(=O)O.C(C1=CC(C(=O)O)=CC(C(=O)O)=C1)(=O)O